racemic-7-(3-fluoro-6-(1-(1-(4-(trifluoromethoxy)phenyl)ethyl)-1H-pyrazol-4-yl)pyridin-2-yl)-[1,2,4]triazolo[1,5-a]pyridin-2-amine FC=1C(=NC(=CC1)C=1C=NN(C1)[C@H](C)C1=CC=C(C=C1)OC(F)(F)F)C1=CC=2N(C=C1)N=C(N2)N |r|